C(#N)C=1C(=NC(=CN1)N1CCCCC1)NC=1C=C2CCN(CC2=CC1)C(=O)OC(C)(C)C tert-butyl 6-((3-cyano-6-(piperidin-1-yl) pyrazin-2-yl) amino)-3,4-dihydroisoquinoline-2(1H)-carboxylate